FC1=CC(=C(C(=O)NC2=C(C=C(C(=C2)C=2C=NC(=NC2)N2CCC(CC2)(C)O)F)N2C[C@H](N([C@H](C2)C)C)C)C=C1)C(F)(F)F 4-Fluoro-N-[4-fluoro-5-[2-(4-hydroxy-4-methylpiperidin-1-yl)pyrimidin-5-yl]-2-[(3R,5S)-3,4,5-trimethylpiperazin-1-yl]phenyl]-2-(trifluoromethyl)benzamide